N1CC(=CC2=CC=CN=C12)C(=O)OC(C)(C)C t-butyl naphthyridine-3(2H)-carboxylate